N[C@@H](C(=O)NC1=CC(=CC=C1)C1=C2C(=NC=C1)NC=C2)CC2=CC=CC=C2 (2R)-2-Amino-3-phenyl-N-[3-(1H-pyrrolo[2,3-b]pyridin-4-yl)phenyl]propanamide